FC=1C(=C(C=CC1F)C(=O)N1CC(C1)N1CC(CC1)N(C)C)NC1=C(C=C(C=C1)I)F 1-[1-({3,4-difluoro-2-[(2-fluoro-4-iodophenyl)amino]phenyl}carbonyl)azetidin-3-yl]-N,N-dimethylpyrrolidin-3-amine